FC(S(=O)(=O)OCC(C=C)(F)F)(F)F 2,2-difluorobut-3-en-1-yl trifluoromethanesulfonate